(R)-2-(tert-butyl)-2,3,4,5-tetrahydropyrido[2,3-f][1,4]oxazepin-7-ol C(C)(C)(C)[C@H]1OC2=C(CNC1)N=C(C=C2)O